1-(4-((3-methoxybenzyl)(3-(4-methylpiperazin-1-yl)benzyl)amino)benzyl)piperazine-2,5-dione COC=1C=C(CN(C2=CC=C(CN3C(CNC(C3)=O)=O)C=C2)CC2=CC(=CC=C2)N2CCN(CC2)C)C=CC1